COC1=C(C2=C(N(C(N2C)=O)C2C(NC(CC2)=O)=O)C=C1)N1CCC(CC1)NC 3-[5-methoxy-3-methyl-4-[4-(methylamino)-1-piperidyl]-2-oxo-benzimidazol-1-yl]piperidine-2,6-dione